ClC1(C(C2=CC=CC=C2C1C)(C)C)Cl.ClC1(C(C2=CC=CC=C2C1C)(C)C)Cl.ClC1(C(C2=CC=CC=C2C1C)(C)C)Cl.ClC1(C(C2=CC=CC=C2C1C)(C)C)Cl.ClC1(C(C2=CC=CC=C2C1C)(C)C)Cl.ClC1(C(C2=CC=CC=C2C1C)(C)C)Cl.[Mn] Manganese hexa-dichloro-1,1,3-trimethylindane